dimethyl-cetyl-pyridine CC1=C(C(=NC=C1)CCCCCCCCCCCCCCCC)C